FC=1C(=NC(=NC1)NC1=CC=C(C=C1)N1CCN(CC1)C)C=1C=C2C(CNC(C2=CC1)=O)(C)C 6-(5-fluoro-2-((4-(4-methylpiperazin-1-yl)phenyl)amino)pyrimidin-4-yl)-4,4-dimethyl-3,4-dihydroisoquinolin-1(2H)-one